C1(CC1)C[C@H]([C@H](CC=C)C)S(=O)(=O)N (2R,3S)-1-cyclopropyl-3-methylhex-5-ene-2-sulfonamide